COC(C(C1=CN(C2=CC=CC=C12)C(=O)OC)CCC1CCN(CC1)C(C)=O)=O α-[2-(1-acetyl-4-piperidinyl)-ethyl]-1-methoxycarbonyl-3-indoleacetic acid methyl ester